Strontium (Sr)-carbonate C([O-])([O-])=O.[Sr+2]